(4-ethylbenzyl)-1H-imidazole-2-carboxylic acid ethyl ester C(C)OC(=O)C=1N(C=CN1)CC1=CC=C(C=C1)CC